C(C)(C)(C)OC(=O)N1[C@H](C[C@@H](C1)N1N=C(C(=C1NCC1=CC=C(C=C1)OC)C#N)Br)COC (2r,4s)-4-(3-bromo-4-cyano-5-((4-methoxybenzyl)amino)-1H-pyrazol-1-yl)-2-(methoxymethyl)pyrrolidine-1-carboxylic acid tert-butyl ester